ClC=1C=C(C(=NC1)C=NS(=O)C(C)(C)C)F N-((5-chloro-3-fluoropyridin-2-yl)methylene)-2-methylpropane-2-sulfinamide